[Sn]=[Te].[Zn].[Cu] copper zinc tin telluride